[Si](C1=CC=CC=C1)(C1=CC=CC=C1)(C(C)(C)C)OCCCCC1C(C1)C(=O)OC(C)(C)C Tert-butyl 2-(4-((tert-butyldiphenylsilyl)oxy)butyl)cyclopropane-1-carboxylate